C1(CC1)C(=O)NC1=NC=C(C(=O)NC([2H])([2H])[2H])C(=C1)NC1=CN(C2=C1C(N(C=C2)C(C(F)(F)F)C)=O)C 6-(Cyclopropanecarboxamido)-N-(methyl-d3)-4-((1-methyl-4-oxo-5-(1,1,1-trifluoropropan-2-yl)-4,5-dihydro-1H-pyrrolo[3,2-c]pyridin-3-yl)amino)nicotinamide